(Cis)-4-(4-bromo-2-oxo-2,3-dihydro-1H-1,3-benzodiazol-1-yl)-N-(3-methoxyphenyl)cyclohexane-1-carboxamide BrC1=CC=CC=2N(C(NC21)=O)[C@H]2CC[C@H](CC2)C(=O)NC2=CC(=CC=C2)OC